BrC1=CC=C2C=NC(=NN21)N[C@H]2[C@H](CCCC2)NC(OC(C)(C)C)=O tert-butyl ((1S,2R)-2-((7-bromopyrrolo[2,1-f][1,2,4]triazin-2-yl)amino)cyclohexyl)carbamate